5-(2-amino-[1,2,4]triazolo[1,5-a]pyridin-7-yl)-2,6-dimethyl-N-(2-(2,2,2-trifluoroethoxy)benzyl)nicotinamide NC1=NN2C(C=C(C=C2)C=2C(=NC(=C(C(=O)NCC3=C(C=CC=C3)OCC(F)(F)F)C2)C)C)=N1